C(C)(=O)O[C@H]1O[C@H]([C@@H]([C@H]([C@@H]1NC(=O)C1CCC(CC1)CN1C(C=CC1=O)=O)OC(C)=O)OC(C)=O)COC(C)=O (2R,3S,4S,5R,6S)-6-(acetoxymethyl)-3-(4-((2,5-dioxo-2,5-dihydro-1H-pyrrol-1-yl)methyl)cyclohexane-1-carboxamido)tetrahydro-2H-pyran-2,4,5-triyl triacetate